4-bromo-N-(4-(1,1-difluoropropyl)phenyl)-5-(4-methoxyphenyl)-1H-pyrazole-3-carboxamide BrC=1C(=NNC1C1=CC=C(C=C1)OC)C(=O)NC1=CC=C(C=C1)C(CC)(F)F